tris[4-(4-acetylphenyl)sulfonylphenyl]sulfonium C(C)(=O)C1=CC=C(C=C1)S(=O)(=O)C1=CC=C(C=C1)[S+](C1=CC=C(C=C1)S(=O)(=O)C1=CC=C(C=C1)C(C)=O)C1=CC=C(C=C1)S(=O)(=O)C1=CC=C(C=C1)C(C)=O